C(C=C)(=O)OCCOC(=O)C1=CC=2C(=NN(N2)C2=C(C(=CC(=C2)OC)C(C)(C)C)O)C=C1 2-(3-tert-butyl-2-hydroxy-5-methoxyphenyl)-2H-benzotriazole-5-carboxylic acid-2-acryloyloxyethyl ester